5-methoxy-6-((2-methyl-2-azaspiro[3.3]heptan-6-yl)oxy)pyridin-3-amine COC=1C=C(C=NC1OC1CC2(CN(C2)C)C1)N